NC=1C(NC2=C(N=CC(=C2C1C1=C2C=NNC2=C(C=C1)F)OC)C)=O 3-Amino-4-(7-fluoro-1H-indazol-4-yl)-5-methoxy-8-methyl-1H-1,7-naphthyridin-2-one